FC=1C=CC(=C(C1)NC(OC(C)(C)C)=O)[N+](=O)[O-] Tert-butyl (5-fluoro-2-nitrophenyl)carbamate